N-(2-phenyl-2H-indazol-6-yl)-N'-[(pyridin-4-yl)methyl]urea C1(=CC=CC=C1)N1N=C2C=C(C=CC2=C1)NC(=O)NCC1=CC=NC=C1